2-(2-(dimethylamino)ethoxy)ethane-1-ol CN(CCOCCO)C